C(CCCCCCCC(=O)OCC(COC(CCCCCC(=O)OC(CCCCCCCC)CCCCCCCC)=O)CO)(=O)OCCCCCCCCCC 1-decyl 9-(3-((7-(heptadecan-9-yloxy)-7-oxoheptanoyl)oxy)-2-(hydroxymethyl)propyl) nonanedioate